N1CCC(CC1)C1=C(C=CC(=C1)S(=O)(=O)NCCC)S(=O)(=O)N (piperidin-4-yl)-N4-propylbenzene-1,4-disulfonamide